7-(4'-chloro-[1,1':3',1''-terphenyl]-2-yl)-7H-benzo[c]carbazole ClC1=C(C=C(C=C1)C1=C(C=CC=C1)N1C=2C=CC=CC2C=2C3=C(C=CC12)C=CC=C3)C3=CC=CC=C3